rac-(1R,2R)-2-(2',5,6'-Trifluoro[1,1'-biphenyl]-2-yl)cyclopropane-1-carboxylic acid FC1=C(C(=CC=C1)F)C1=C(C=CC(=C1)F)[C@H]1[C@@H](C1)C(=O)O |r|